C(C1=CC=CC=C1)N(C)C1(CC1)C1COC(OC1)(C)C N-benzyl-1-(2,2-dimethyl-1,3-dioxan-5-yl)-N-methyl-cyclopropylamine